3'-(4,6-diphenyl-1,3,5-triazin-2-yl)-[1,1'-biphenyl] C1(=CC=CC=C1)C1=NC(=NC(=N1)C1=CC=CC=C1)C=1C=C(C=CC1)C1=CC=CC=C1